C(C1=CC=CC=C1)O[C@H]1C[C@@H]2COC3=C(C(N2C1)=O)C(=C(C(=C3)C)F)OCC3(CC3)F (2S,11aR)-2-(benzyloxy)-7-Fluoro-6-((1-fluorocyclopropyl)methoxy)-8-methyl-2,3,11,11a-tetrahydro-1H,5H-benzo[f]pyrrolo[2,1-c][1,4]oxazepin-5-one